ethyl (S)-3-methyl-4-oxobutanoate C[C@@H](CC(=O)OCC)C=O